[(2-bromo-6-fluoro-phenyl)methyl]-N-methyl-carbamate BrC1=C(C(=CC=C1)F)COC(NC)=O